CC1(OB(OC1(C)C)C=1C=C(C[N+]2=NOC(=C2)[N-]C(NC2=CC(=CC=C2)C(F)(F)F)=O)C=CC1)C (3-(3-(4,4,5,5-tetramethyl-1,3,2-dioxaborolan-2-yl)benzyl)-1,2,3-oxadiazol-3-ium-5-yl)((3-(trifluoromethyl)phenyl)carbamoyl)amide